Isoamyl cyanide C(CC(C)C)C#N